3-((R)-3-((S)-1-hydroxy-3,3-dimethylbutan-2-yl)carbamoyl-4-methyl-7-(propan-2-ylidene)-4,5,6,7-tetrahydro-1H-indazol-1-yl)pyrazine 1-oxide OC[C@H](C(C)(C)C)NC(=O)C1=NN(C=2C(CC[C@H](C12)C)=C(C)C)C=1C=[N+](C=CN1)[O-]